C(C)O[Si](OCC)(OCC)CN1CN(CNC1)C[Si](OCC)(OCC)OCC 1,3-Bis(triethoxysilylmethyl)hexahydro-1,3,5-triazin